COC(=O)C=1C=NN(C1)COCC[Si](C)(C)C 1-((2-(trimethylsilyl)ethoxy)methyl)-1H-pyrazole-4-carboxylic acid methyl ester